5-acetylamino-6,8-difluoro-1-tetralone C(C)(=O)NC1=C2CCCC(C2=C(C=C1F)F)=O